3,4-diamino-toluene NC=1C=C(C)C=CC1N